FC(OC[C@@H](C1=CC(=CC=C1)OC(F)F)NC(C[C@@H](C(C)(C)C)O)=O)F (S)-N-((R)-2-(difluoromethoxy)-1-(3-(difluoromethoxy)phenyl)ethyl)-3-hydroxy-4,4-dimethylpentanamide